CN(CCOC1=CC=C(C=O)C=C1)C 4-(2-(dimethylamino)ethoxy)benzaldehyde